Tetraphenylphosphonium chloride [Cl-].C1(=CC=CC=C1)[P+](C1=CC=CC=C1)(C1=CC=CC=C1)C1=CC=CC=C1